ClC1=CN=CC(=N1)OCC1CC(NCC1)=O 4-(((6-chloropyrazin-2-yl)oxy)methyl)piperidin-2-one